[Si](C)(C)(C(C)(C)C)OCC=1C=C(SC1Cl)C(=O)C=1C(=NC=NC1)Cl [4-({[tert-Butyl(dimethyl)silyl]oxy}methyl)-5-chloro-2-thienyl](4-chloropyrimidin-5-yl)methanone